(9R,13S)-13-{4-[5-chloro-2-(pyridin-3-yl)phenyl]-6-oxo-1,6-dihydropyrimidin-1-yl}-3,9-dimethyl-3,4,7,15-tetraazatricyclo[12.3.1.02,6]Octadecan-1(18),2(6),4,14,16-pentaen-8-one ClC=1C=CC(=C(C1)C=1N=CN(C(C1)=O)[C@H]1CCC[C@H](C(NC=2C=NN(C2C=2C=CN=C1C2)C)=O)C)C=2C=NC=CC2